(±)-2-{4-[3-(4,5-dichloro-1-methyl-1H-indole-2-amido)oxolan-3-yl]phenyl}butanoic acid ClC1=C2C=C(N(C2=CC=C1Cl)C)C(=O)NC1(COCC1)C1=CC=C(C=C1)C(C(=O)O)CC